C(C)C1=C2C=CC(=CC2=CC=C1)O 5-ethylnaphthalin-2-ol